tert-butyl 2-oxo-8-azaspiro[4.5]decan-8-carboxylate O=C1CC2(CC1)CCN(CC2)C(=O)OC(C)(C)C